2-(1,3-dioxoisoindol-2-yl)-3-phenylpropionic acid O=C1N(C(C2=CC=CC=C12)=O)C(C(=O)O)CC1=CC=CC=C1